C[C@H]1CN(C[C@H](N1)C)CC=1C=C(C=NC1)C=1C=NC2=CC=C(C=C2C1)C=1N=CNC1C1=NC(=CC=C1)C 3-[5-[[(3S,5R)-3,5-dimethylpiperazin-1-yl]methyl]-3-pyridyl]-6-[5-(6-methyl-2-pyridyl)-1H-imidazol-4-yl]quinoline